Nitrophenyl phosphate P(=O)(OC1=C(C=CC=C1)[N+](=O)[O-])([O-])[O-]